5-(2-((3-(benzyloxy)-3-phenylpropyl)sulfinyl)-6-(thiophen-2-yl)pyrimidin-4-yl)-1-(3,4-dimethoxybenzyl)pyridine C(C1=CC=CC=C1)OC(CCS(=O)C1=NC(=CC(=N1)C=1C=CCN(C1)CC1=CC(=C(C=C1)OC)OC)C=1SC=CC1)C1=CC=CC=C1